ClC1=CC=C(CC2(NC3=CC=CC=C3N=C2NC=2C=C3C=CNC3=CC2)N)C=C1 2-(4-chlorobenzyl)-N3-(1H-indol-5-yl)quinoxaline-2,3-diamine